O=C1CC(N(CC1)C(=O)OC(C)(C)C)C(=O)OC 1-tert-butyl 2-methyl 4-oxo-1,2-piperidinedicarboxylate